CN1CC=C(C2=CC=CC=C12)C1=CC=C(C=C1)CCCC 1-methyl-4-(4-n-butyl-phenyl)quinoline